6-(4-fluorophenyl)-N-methyl-N-((3S,5S)-5-(methylcarbamoyl)pyrrolidin-3-yl)-1H-indole-2-carboxamide hydrochloride Cl.FC1=CC=C(C=C1)C1=CC=C2C=C(NC2=C1)C(=O)N([C@@H]1CN[C@@H](C1)C(NC)=O)C